3,5-dimethylbenzene-2,4-diamine CC=1C(=CC=C(C1N)C)N